5-chloro-N-((1r,4r)-4-((1-(2-chloro-5-methoxyphenyl)-2-oxo-1H-imidazo[4,5-b]pyridin-3(2H)-yl)methyl)cyclohexyl)-2-(difluoromethyl)nicotinamide ClC=1C=NC(=C(C(=O)NC2CCC(CC2)CN2C(N(C=3C2=NC=CC3)C3=C(C=CC(=C3)OC)Cl)=O)C1)C(F)F